Methyl 8-((3-fluorophenyl)ethynyl)-3,3a,4,5-tetrahydro-1H-pyrrolo[3,4-f]quinoline-2(9bH)-carboxylate FC=1C=C(C=CC1)C#CC=1C=NC=2CCC3C(C2C1)CN(C3)C(=O)OC